C1(=CC=CC=C1)[C@@H]1CNCC1 (3R)-3-phenyl-pyrrolidine